Tert-butyl 3-(2-chloro-5-cyano-3-((8-cyano-4-(ethyl(4-methoxybenzyl) amino)pyrazolo[1,5-a][1,3,5]triazin-2-yl)amino)phenyl)-3,6-diazabicyclo[3.1.1]heptane-6-carboxylate ClC1=C(C=C(C=C1NC1=NC=2N(C(=N1)N(CC1=CC=C(C=C1)OC)CC)N=CC2C#N)C#N)N2CC1N(C(C2)C1)C(=O)OC(C)(C)C